CC(=O)CC1=CC=CC=C1O 2'-hydroxyphenylacetone